2-((1-(2-(4,4-dimethylpiperidin-1-yl)-6-methyl-4-oxo-4H-chromen-8-yl)ethyl)amino)-6-methylbenzoic acid CC1(CCN(CC1)C=1OC2=C(C=C(C=C2C(C1)=O)C)C(C)NC1=C(C(=O)O)C(=CC=C1)C)C